CC=1C=CC=CC1 5-methylbenzene